C(C)(=O)[C@H]1CCC2[C@@]1(C[C@@H](C1[C@]3(CCC(NC3=CCC12)=O)C)O)C (4aR,5S,6aS,7S)-7-acetyl-5-hydroxy-4a,6a-dimethyl-4,4a,4b,5,6,6a,7,8,9,9a,9b,10-dodeca-hydro-1H-indeno[5,4-f]quinolin-2(3H)-one